6-(1H-imidazol-1-yl)-N-((1r,4r)-4-(2-methoxyethoxy)cyclohexyl)-4-(1,3,5-trimethyl-1H-pyrazol-4-yl)picolinamide N1(C=NC=C1)C1=CC(=CC(=N1)C(=O)NC1CCC(CC1)OCCOC)C=1C(=NN(C1C)C)C